1-(4-(bis(2-hydroxyethyl)carbamoyl)benzyl)-4-bromo-6-(3,4-dichlorophenyl-thio)-1H-indole-2-carboxylic acid OCCN(C(=O)C1=CC=C(CN2C(=CC3=C(C=C(C=C23)SC2=CC(=C(C=C2)Cl)Cl)Br)C(=O)O)C=C1)CCO